CN(C=1C=C2C=CC(=CC2=CC1)C=O)C 6-(dimethylamino)-2-naphthalenealdehyde